O=C(CCCNC(OC(C)(C)C)=O)C1=CC2=C(NC(O2)=O)C=C1 tert-Butyl N-[4-oxo-4-(2-oxo-3H-1,3-benzoxazol-6-yl)butyl]carbamate